FC(C(=O)N1C[C@H]([C@@H](C1)OCC1=CC=C(C=C1)C(F)(F)F)NC1=NC=C(C=C1)F)=C 2-fluoro-1-(trans-3-((5-fluoropyridin-2-yl)amino)-4-((4-(trifluoromethyl)benzyl)oxy)pyrrolidin-1-yl)prop-2-en-1-one